(E,E)-9,2-tetradecadienyl acetate C(C)(=O)OC\C=C\CCCCC\C=C\CCCC